BrC1=CC2=C(SC(=C2)C(=O)C2C(C2)C(=O)O)C=C1OC 2-(5-bromo-6-methoxybenzo[b]thiophene-2-carbonyl)cyclopropane-1-carboxylic acid